ClC1=NC(=CC(=N1)C(=O)C1=CC=CC=C1)C1=C(C=CC=C1C)C [2-chloro-6-(2,6-dimethylphenyl)pyrimidin-4-yl]-phenyl-methanone